3-(4-chloro-1H-indol-6-yl)-1-(6-methoxy-2,3-dihydro-1H-inden-1-yl)urea ClC1=C2C=CNC2=CC(=C1)NC(NC1CCC2=CC=C(C=C12)OC)=O